C(C)OC(C(N)=NOC(C1=CC=C(C=C1)OC)=O)OCC 2,2-diethoxy-N'-[(4-methoxybenzoyl)oxy]ethanimidamide